tert-butyl 3-(bromomethyl)-5-iodo-7-methoxy-1H-indole-1-carboxylate BrCC1=CN(C2=C(C=C(C=C12)I)OC)C(=O)OC(C)(C)C